4-((3-(4-(2-aminoethyl)phenyl)propyl)amino)-2-(2,6-dioxopiperidin-3-yl)isoindoline-1,3-dione 2,2,2-trifluoroacetate FC(C(=O)O)(F)F.NCCC1=CC=C(C=C1)CCCNC1=C2C(N(C(C2=CC=C1)=O)C1C(NC(CC1)=O)=O)=O